4-methoxyphenethyl acetate C(C)(=O)OCCC1=CC=C(C=C1)OC